CC1=CC2=C(N=C(S2)C2=CC=C(C=C2)C(C(=O)N)C2=CC=C(C=C2)C)C=C1 (4-(6-methylbenzo[d]thiazol-2-yl)phenyl)-2-(p-tolyl)acetamide